methyl-2-(2,4,6-trimethyl-1,3-dioxo-1,2,3,4-tetrahydroisoquinolin-4-yl)acetate COC(CC1(C(N(C(C2=CC=C(C=C12)C)=O)C)=O)C)=O